ClC1=CC=C(OC2=CC=C(C(=N2)C(F)(F)F)C(CN2N=CN=C2)(C)O)C=C1 2-[6-(4-chlorophenoxyl)-2-(trifluoromethyl)-3-pyridyl]-1-(1,2,4-triazol-1-yl)propan-2-ol